ClC1=CC=C(C=C1)C=1OC(=C(N1)C(=O)O)C1=CNC2=CC=CC=C12 2-(4-chlorophenyl)-5-(1H-indol-3-yl)oxazole-4-carboxylic acid